ONC#N N-hydroxycyanamide